N=1C=NN2C1C=C(C=C2)OC2=C(C(=C(C=C2)NC=2C1=C(N=CN2)C=CC(=N1)N1CC2CCC(C1)N2C(=O)OC(C)(C)C)F)Cl tert-butyl 3-(4-((4-([1,2,4]triazolo[1,5-a]pyridin-7-yloxy)-3-chloro-2-fluorophenyl)amino)pyrido[3,2-d]pyrimidin-6-yl)-3,8-diazabicyclo[3.2.1]octane-8-carboxylate